Cl[Ir](Cl)(Cl)(Cl)(Cl)Cl Hexachloroiridium